FC1=C(C(=O)OC)C=CC(C1)([N+](=O)[O-])F Methyl 2,4-difluoro-4-nitrobenzoate